FC(S(=O)(=O)C1=NC=CC=C1)F 2-difluoromethylsulfonylpyridine